C(C)N1N=C(C2=C1C(NCC1(CCOCC1)C2)=O)C[C@H](COC(C2=CC(=CC=C2)F)=O)C 3-Fluorobenzoic acid [(2R)-3-(1-ethyl-8-oxo-spiro[6,7-dihydro-4H-pyrazolo[3,4-c]azepin-5,4'-tetrahydropyran]-3-yl)-2-methyl-propyl] ester